CN1C(N[C@@H](C1)COC1=NC=CC2=CC(=C(C=C12)OC(C)C)C(=O)N)=O 1-{[(4S)-1-methyl-2-oxoimidazolin-4-yl]methoxy}-7-(prop-2-yloxy)isoquinoline-6-carboxamide